2-amino-3-hydroxy-N-(1-(m-tolyl)-1H-indazol-6-yl)propanamide hydrochloride Cl.NC(C(=O)NC1=CC=C2C=NN(C2=C1)C=1C=C(C=CC1)C)CO